ClC=1C=C(C=CC1)NC(C[C@H]1C[C@H](N(C1)C=1C2=C(N=C(N1)C)C1=C(O2)C=CC=C1)C(=O)O)=O (2S,4R)-4-(2-((3-chlorophenyl)amino)-2-oxoethyl)-1-(2-methylbenzofuro[3,2-d]pyrimidin-4-yl)pyrrolidine-2-carboxylic acid